FC=1C(C(=CC(C1)=O)Br)=O 2-fluoro-6-bromo-1,4-benzoquinone